CS(=O)(=O)OC(C=O)CCOS(=O)(=O)C 2,4-Dimethylsulfonyloxybutyraldehyde